lauroyl-sarcosine normal propyl ester C(CC)OC(CN(C)C(CCCCCCCCCCC)=O)=O